2,2,2-trifluoro-1-(3-(3-fluorophenyl)-1-methyl-1H-indazol-6-yl)ethan-1-ol FC(C(O)C1=CC=C2C(=NN(C2=C1)C)C1=CC(=CC=C1)F)(F)F